N(=[N+]=[N-])N1CCOCC1 azido-morpholine